(s)-5-(1-(4-isopropylbenzyl)piperidin-3-yl)-2-(4-methoxyphenyl)-2,4-dihydro-3H-1,2,4-triazol-3-one C(C)(C)C1=CC=C(CN2C[C@H](CCC2)C=2NC(N(N2)C2=CC=C(C=C2)OC)=O)C=C1